[1-[5-(4-hexoxy-1,2,5-thiadiazol-3-yl)-1-methyl-3,6-dihydro-2H-pyridin-1-ium-1-yl]-2-methyl-propyl] decanoate iodide (1-Chloro-2-methyl-propyl)decanoate ClC(C(C)C)OC(CCCCCCCCC)=O.[I-].C(CCCCCCCCC)(=O)OC(C(C)C)[N+]1(CCC=C(C1)C1=NSN=C1OCCCCCC)C